methyl (2S)-2-[[(1R,2S,5S)-6,6-dimethyl-3-azabicyclo[3.1.0]hexane-2-carbonyl]amino]-3-[(6R)-5-oxo-4-azaspiro[2.4]heptan-6-yl]propanoate CC1([C@H]2CN[C@@H]([C@@H]12)C(=O)N[C@H](C(=O)OC)C[C@H]1C(NC2(CC2)C1)=O)C